3-((2-carboxyethyl)amino)-4-methoxybenzoic acid C(=O)(O)CCNC=1C=C(C(=O)O)C=CC1OC